CC1=NCCCN1C 2,3-dimethyl-3,4,5,6-tetrahydropyrimidine